N,N'-dimethyl-N,N'-bis(phenyldimethylsilyl)ethylenediamine CN(CCN([Si](C)(C)C1=CC=CC=C1)C)[Si](C)(C)C1=CC=CC=C1